ClC=1C(=C(C(=CC1O)O)C(=O)N1CC2=CC(=CC=C2CC1)NC)C (3-Chloro-4,6-dihydroxy-2-methylphenyl)(7-(methylamino)-3,4-dihydroisoquinolin-2(1H)-yl)methanone